Spiro[3.3]hept-2-yl (2S)-2-aminopropionate hydrochloride Cl.N[C@H](C(=O)OC1CC2(C1)CCC2)C